Cl.N[C@H]([C@H](CC1C(NC(N(C1=O)C(C)C)=O)=O)F)C1=C(C=CC(=C1)C1CC1)F 5-((2S,3S)-3-amino-3-(5-cyclopropyl-2-fluorophenyl)-2-fluoropropyl)-1-isopropylpyrimidine-2,4,6(1H,3H,5H)-trione hydrochloride